N1(N=CC=C1)C[C@H]1COC=2C(=C(C=C3C(=NC(N1C23)=O)N2[C@H](CN([C@@H](C2)C)C(C=C)=O)C)Cl)C2=C(C=CC=C2O)F (3S,10R)-3-((1H-pyrazol-1-yl)methyl)-7-((2S,5R)-4-acryloyl-2,5-dimethylpiperazin-1-yl)-9-chloro-10-(2-fluoro-6-hydroxyphenyl)-2H-[1,4]oxazino[2,3,4-ij]quinazolin-5(3H)-one